di(tetrahydrobenzyl) ether C(C1CCCC=C1)OCC1CCCC=C1